(6S)-6-{3-[(2-tert-Butyl-pyrimidin-5-yl)amino]-2-chloro-phenyl}-2-imino-6-methyl-3-(tetrahydropyran-4-yl)-hexahydropyrimidin-4-one C(C)(C)(C)C1=NC=C(C=N1)NC=1C(=C(C=CC1)[C@@]1(CC(N(C(N1)=N)C1CCOCC1)=O)C)Cl